tert-butyl (1S,3R,4R)-3-{[(4-{3-iodo-4-oxo-1H,5H,6H,7H-pyrrolo[3,2-c]pyridin-2-yl}pyridin-3-yl)oxy]methyl}-2-azabicyclo[2.2.1]heptane-2-carboxylate IC1=C(NC2=C1C(NCC2)=O)C2=C(C=NC=C2)OC[C@@H]2N([C@H]1CC[C@@H]2C1)C(=O)OC(C)(C)C